2-(2-isopropylphenyl)-9-(4-(1-methyl-4-nitro-1H-imidazol-2-yl)benzyl)-7,9-dihydro-8H-purin-8-one C(C)(C)C1=C(C=CC=C1)C1=NC=C2NC(N(C2=N1)CC1=CC=C(C=C1)C=1N(C=C(N1)[N+](=O)[O-])C)=O